5-((4-chloro-2,3-dihydrobenzofuran-7-yl)methoxy)-2-fluoro-4-methoxyaniline ClC1=CC=C(C2=C1CCO2)COC=2C(=CC(=C(N)C2)F)OC